3,4-Diacetoxystyrene C(C)(=O)OC=1C=C(C=C)C=CC1OC(C)=O